FC1=CC=C(C=C1)C1=NC=C(C(=C1)C1=NN(C=C1)CC1=C(C(=O)NC)C=CC=C1)CN1C(CCC1)=O (3-(2-(4-fluorophenyl)-5-((2-oxopyrrolidin-1-yl)methyl)pyridin-4-yl)-1H-pyrazol-1-yl)methyl-N-methylbenzamide